C(C)(C)(C)OC(=O)N1[C@@H]([C@@H](CC1)N(C)C1=NC(=NC2=C(C(=CC=C12)Br)F)Cl)C (2r,3r)-3-[(7-bromo-2-chloro-8-fluoro-quinazolin-4-yl)-methyl-amino]-2-methyl-pyrrolidine-1-carboxylic acid tert-butyl ester